N1=CN=CC2=CC=C(C=C12)C=O (quinazolin-7-yl)methanone